COC1=CC=C2C(COCC2=C1)NC 7-methoxy-N-methylisochroman-4-amine